2,4-decadien-1-ol C(C=CC=CCCCCC)O